ClC1=C(C=C(C=C1)NC(=O)N1C2CC(CC1C2)C(F)(F)F)[C@@H]2C[C@@H](C2)O N-(4-chloro-3-(cis-3-hydroxycyclobutyl)phenyl)-3-(trifluoromethyl)-6-azabicyclo[3.1.1]heptane-6-carboxamide